N1N=CC2=C1C=CC=C2 BEnZOPYRAZOLE